3,9-difluoropyrazolo[1,5-a]quinoxalin-4(5H)-one FC=1C=NN2C1C(NC1=CC=CC(=C21)F)=O